n-Hexyl benzoate CCCCCCOC(=O)C1=CC=CC=C1